tert-Butyl 4-(2-methoxypyridin-3-yl)piperidine-1-carboxylate COC1=NC=CC=C1C1CCN(CC1)C(=O)OC(C)(C)C